CC1(OCC(O1)C(OCC#CCN(CC)CC)C1OC(OC1)(C)C)C {4-[bis(2,2-dimethyl-1,3-dioxolan-4-yl)methoxy]but-2-yn-1-yl}diethylamine